C(=O)(O)C=1C=C(C=C(C1)C(=O)O)S(=O)(=O)[O-].C(C1=CC=CC=C1)[P+](CCCC)(CCCC)CCCC benzyltributylphosphonium 3,5-dicarboxybenzenesulfonate